N-(5-(1-methyl-4-(((2R,3R)-3-(trifluoromethyl)azetidin-2-yl)methoxy)-1H-pyrazol-5-yl)pyrazolo[1,5-a]pyridin-2-yl)cyclopropanecarboxamide CN1N=CC(=C1C1=CC=2N(C=C1)N=C(C2)NC(=O)C2CC2)OC[C@@H]2NC[C@H]2C(F)(F)F